3-{4-[7-(1-{4-[3-(5-tert-butyl-2H-pyrazol-3-yl)-ureido]-phenyl}-1H-benzimidazole-5-yloxy)-heptan-1-yl]-1,3-dioxo-1,3-dihydro-isoindol-2-yl}-2,6-dioxopiperidine C(C)(C)(C)C=1C=C(NN1)NC(NC1=CC=C(C=C1)N1C=NC2=C1C=CC(=C2)OCCCCCCCC2=C1C(N(C(C1=CC=C2)=O)C2C(NC(CC2)=O)=O)=O)=O